2-(2-bromo-4-chlorophenyl)-2-methyl-propionic acid BrC1=C(C=CC(=C1)Cl)C(C(=O)O)(C)C